OCC#CCCCCCONC(OC(C)(C)C)=O tert-butyl ((8-hydroxyoct-6-yn-1-yl)oxy)carbamate